methylenebis(p-aminobenzene) C(C1=CC=C(C=C1)N)C1=CC=C(C=C1)N